CC=1N=C(SC1C)[N+]=1N(N=NC1C1=CC=CC=C1)C1=CC=CC=C1 4,5-dimethylthiazol-2-yl-2,5-diphenyltetrazolium